O1C(=CN=CC=C1)N [1,4]oxazepin-2-amine